NC1=C(C)C=CC=C1Br 2-amino-3-bromotoluene